4-bromo-2-fluoro-3-isopropoxy-benzoic acid BrC1=C(C(=C(C(=O)O)C=C1)F)OC(C)C